(S)-4-(3-(4-Aminotetrahydro-2H-pyran-4-yl)-1,2,4-oxadiazol-5-yl)-4-(3-((S)-1-carboxy-2-hydroxyethyl)ureido)butanoic acid NC1(CCOCC1)C1=NOC(=N1)[C@H](CCC(=O)O)NC(=O)N[C@@H](CO)C(=O)O